[4-[2-amino-5-(3,4-dimethoxyphenyl)-3-pyridyl]phenyl]methanol NC1=NC=C(C=C1C1=CC=C(C=C1)CO)C1=CC(=C(C=C1)OC)OC